N-tert-Butyl-6-chloro-3-[[(1R)-1-(3-iodo-6-methyl-4-oxo-2-phenyl-chromen-8-yl)ethyl]amino]pyridine-2-sulfonamide C(C)(C)(C)NS(=O)(=O)C1=NC(=CC=C1N[C@H](C)C=1C=C(C=C2C(C(=C(OC12)C1=CC=CC=C1)I)=O)C)Cl